(1s,4s)-4-(2-(isopropylamino)-8-(2,4,6-trichlorophenylamino)-9H-purin-9-yl)cyclohexanecarboxamide C(C)(C)NC1=NC=C2N=C(N(C2=N1)C1CCC(CC1)C(=O)N)NC1=C(C=C(C=C1Cl)Cl)Cl